ClC=1C(=NC(=NC1)NC1=C(C=C(C(=O)NCC2=CC=C(C=C2)O)C=C1)OC)C=1C=NN(C1)C(C)C 4-((5-chloro-4-(1-isopropyl-1H-pyrazol-4-yl)pyrimidin-2-yl)amino)-N-(4-hydroxybenzyl)-3-methoxybenzamide